CNC(C1=NC(=C(C=C1)N1CCN(CC1)CC1=CNC(C(=C1)NC(=O)NC)=O)C)=O N,6-dimethyl-5-(4-((5-(3-methylureido)-6-oxo-1,6-dihydropyridin-3-yl)methyl)piperazin-1-yl)picolinamide